COC(CCC(=O)OC(C)C)C isopropyl 4-methoxypentanoate